O=C1N(CCCC1)C1=NC2=CC=NC=C2C=C1 2-(2-oxopiperidin-1-yl)-1,6-naphthyridin